CC=1C(=CC2=C(C=CO2)C1)C(=O)[O-] 5-methylbenzofuran-6-carboxylate